3-((4,4-bis(octyloxy)butanoyl)oxy)-2-((((1-cyclohexylazetidin-3-yl)carbamoyl)-oxy)methyl)propyl (9Z,12Z)-octadeca-9,12-dienoate C(CCCCCCC\C=C/C\C=C/CCCCC)(=O)OCC(COC(CCC(OCCCCCCCC)OCCCCCCCC)=O)COC(NC1CN(C1)C1CCCCC1)=O